ClC1=CC=C(C=C1)C(C(OC=1N=NNC1C(=O)O)C1=CC=CC=C1)O 4-(2-(4-chlorophenyl)-2-hydroxy-1-phenylethoxy)-1H-1,2,3-triazole-5-carboxylic acid